tert-Butyl 4-(5-azaspiro[2.5]octan-5-yl)-3-fluoropiperidine-1-carboxylate (racemic)-tert-Butyl-3-fluoro-4-oxopiperidine-1-carboxylate C(C)(C)(C)OC(=O)N1C[C@H](C(CC1)=O)F.C1CC12CN(CCC2)C2C(CN(CC2)C(=O)OC(C)(C)C)F |r|